OC[C@H]1N(C[C@@H](O[C@H]1C)C)C(=O)OCCCC Butyl (2S,3R,6S)-3-(hydroxymethyl)-2,6-dimethylmorpholine-4-carboxylate